N-methyl-1-phenylpropan-2-amine hydrochloride Cl.CNC(CC1=CC=CC=C1)C